benzoyl-thiolamine C(C1=CC=CC=C1)(=O)C1=C(SC=C1)N